O=C(CC(=O)OC\C=C\C1=CC=NC=C1)C (E)-3-(pyridin-4-yl)-2-propen-1-yl 3-oxobutyrate